FC1=C(N=NN1C1(CC1)C)[C@H](C=1C(=NC(=CC1)F)C)NC=1C=C2C(=C(C=NC2=C(C1)C#N)C#N)NCC(C(F)(F)F)(C)C (S)-6-(((5-fluoro-1-(1-methylcyclopropyl)-1H-1,2,3-triazol-4-yl)(6-fluoro-2-methylpyridin-3-yl)methyl)amino)-4-((3,3,3-trifluoro-2,2-dimethylpropyl)amino)quinoline-3,8-dicarbonitrile